OC1=CC=C(C=C1)N1CC(C1)NC(OC(C)(C)C)=O Tert-butyl N-[1-(4-hydroxyphenyl)azetidin-3-yl]carbamate